7-(2-fluorophenyl)-1-(2-isopropylphenyl)-6-methylpteridine-2,4(1H,3H)-dione FC1=C(C=CC=C1)C1=C(N=C2C(NC(N(C2=N1)C1=C(C=CC=C1)C(C)C)=O)=O)C